C(CCCCCCCCCCCCCCCCCCCCCCCCCCCCCC)(=O)[O-] henatriacontylate